(3S)-3-Methoxypyrrolidine-1-carboxylic acid tert-butyl ester C(C)(C)(C)OC(=O)N1C[C@H](CC1)OC